n-butyl-propoxymagnesium C(CCC)[Mg]OCCC